allyl isoThiocyanate C(C=C)N=C=S